14-bromo-4,6,8,10,12-pentamethylpentadecyl propyloxymethyl ether C(CC)OCOCCCC(CC(CC(CC(CC(CC(C)Br)C)C)C)C)C